(1R,3S,4R)-3-cyclohexyl-4-(4-(4-(dimethoxymethyl)piperidin-1-yl)phenyl)-1-methylisochroman-7-ol C1(CCCCC1)[C@@H]1O[C@@H](C2=CC(=CC=C2[C@H]1C1=CC=C(C=C1)N1CCC(CC1)C(OC)OC)O)C